C(\C=C(/C)\CCC=C(C)C)OP(=O)(OC\C=C(/C)\CCC=C(C)C)OP(=O)(O)O bisgeranyl-pyrophosphoric acid